CC1=C(C(=O)N[C@H](C)C2=CC(=CC=C2)C=2C=NN(C2)C)C=CC=C1 2-methyl-N-[(1R)-1-[3-(1-methylpyrazol-4-yl)phenyl]ethyl]benzamide